N(=NC(C(=O)NCCO)(C)C)C(C(=O)NCCO)(C)C 2,2'-Azobis[2-methyl-N-(2-hydroxyethyl)propioamide]